C1=C(C=CC2=CC=CC=C12)NS β-naphthylthiohydroxylamine